(R)-N-(2-(4-Cyanothiazolidin-3-yl)-2-oxoethyl)-6-(4-fluoro-4-methylpiperidin-1-yl)quinoline-4-carboxamide C(#N)[C@H]1N(CSC1)C(CNC(=O)C1=CC=NC2=CC=C(C=C12)N1CCC(CC1)(C)F)=O